N1C=C(C2=CC=CC=C12)\C=C\1/C(N/C(/S1)=N/C1=CC=C(C=C1)CCCC)=O (2Z,5E)-5-((1H-indol-3-yl)methylene)-2-((4-butylphenyl)imino)thiazolidin-4-one